NCCN1C2=C(OCC1)C=CC(=C2)C=2N=C(NC2C2=CC(=NC=C2)C)N 4-(4-(2-Aminoethyl)-3,4-dihydro-2H-benzo[b][1,4]oxazin-6-yl)-5-(2-methylpyridin-4-yl)-1H-imidazol-2-amine